[Sn].[Pb].[Pb] lead-lead tin